4-butoxy-3,5-dimethoxy-N-(1-methylpiperidin-4-yl)benzamide C(CCC)OC1=C(C=C(C(=O)NC2CCN(CC2)C)C=C1OC)OC